FC1(CCC(CC1)[C@@H](C(=O)NC=1C=NN(C1)C(CC(F)F)C1=NN=NN1CC(F)F)NC(=O)C=1N(N=CC1)C(C)C)F N-[(1S)-1-(4,4-difluorocyclohexyl)-2-[[1-[1-[1-(2,2-difluoro-ethyl)tetrazol-5-yl]-3,3-difluoro-propyl]pyrazol-4-yl]amino]-2-oxo-ethyl]-2-isopropyl-pyrazole-3-carboxamide